2-[(1RS,2RS)-2-(5-chloropyridin-2-yl)-1-cyclopropyl-2-hydroxyethyl]-6-[5-(difluoromethyl)-1,3,4-oxadiazol-2-yl]-2,3-dihydro-1H-isoindol-1-one ClC=1C=CC(=NC1)[C@@H]([C@@H](C1CC1)N1C(C2=CC(=CC=C2C1)C=1OC(=NN1)C(F)F)=O)O |r|